5-Amino-3-[4-[2-[[3-(2,2-dimethylpropyl)isoxazol-5-yl]amino]-1-methyl-2-oxoethyl]phenyl]-1-(1,2,2,2-tetradeuterio-1-methylethyl)pyrazole-4-carboxamide NC1=C(C(=NN1C(C([2H])([2H])[2H])(C)[2H])C1=CC=C(C=C1)C(C(=O)NC1=CC(=NO1)CC(C)(C)C)C)C(=O)N